C(C)(C)(C)OC(=O)N[C@H](C(=O)N[C@@H](CC(=O)OCC)C=1C=C(C=C(C1F)C)C1=C(C=C(C=C1C)F)CCCC=CC)CCC=C Ethyl (S)-3-((S)-2-((tert-butoxycarbonyl)amino)hex-5-enamido)-3-(4,4'-difluoro-2'-(hex-4-en-1-yl)-5,6'-dimethyl-[1,1'-biphenyl]-3-yl)propanoate